3-(3-benzyl-1-(((1r,4S)-4-((5-cyanopyridin-2-yl)amino)cyclohexyl)ureido)-5-((S)-3,4-dimethylpiperazin-1-yl)phenyl)acrylamide C(C1=CC=CC=C1)C=1CC(C=C(C1)N1C[C@@H](N(CC1)C)C)(NC(=O)NC1CCC(CC1)NC1=NC=C(C=C1)C#N)C=CC(=O)N